2-amino-3-(propan-2-ylsulfanyl)propionic acid NC(C(=O)O)CSC(C)C